5,6-dimethyl-4-[4-[2-(4-methylphenoxy)ethyl]piperazin-1-yl]thieno[2,3-d]pyrimidine CC1=C(SC=2N=CN=C(C21)N2CCN(CC2)CCOC2=CC=C(C=C2)C)C